zinc iron pyrophosphate [O-]P([O-])(=O)OP(=O)([O-])[O-].[Fe+2].[Zn+2]